C(C1=CC=CC=C1)OCC1CCC(CO1)C(=O)Cl 6-((benzyloxy)methyl)tetrahydro-2H-pyran-3-carbonyl chloride